(3-(4,4,5,5-tetramethyl-1,3,2-dioxaborolan-2-yl)phenyl)-1H-pyrazole-1-carboxylic acid tert-butyl ester C(C)(C)(C)OC(=O)N1N=C(C=C1)C1=CC(=CC=C1)B1OC(C(O1)(C)C)(C)C